N1-(6-(3,3-difluoroazetidin-1-yl)pyridin-3-yl)benzene-1,2-diamine FC1(CN(C1)C1=CC=C(C=N1)NC=1C(=CC=CC1)N)F